CS(=O)CCCC/C(=N\OS(=O)(=O)[O-])/S[C@H]1[C@H](O)[C@@H](O)[C@H](O)[C@H](O1)CO 1-S-[(1E)-5-(methylsulfinyl)-N-(sulfonatooxy)pentanimidoyl]-1-thio-β-D-glucopyranose